N-(azetidine-3-carbonyl)-N-methyl-L-valine methyl ester COC([C@@H](N(C)C(=O)C1CNC1)C(C)C)=O